1-(6-chloropyridazin-3-yl)-N-isopropyl-3-methylpyrrolidin-3-amine ClC1=CC=C(N=N1)N1CC(CC1)(NC(C)C)C